N-(2-cyano-2-methylethyl)-6-{8-[(2-cyano-2-methylideneethyl)amino]-7-methoxynaphthalen-2-yl}pyridine-2-carboxamide C(#N)C(CNC(=O)C1=NC(=CC=C1)C1=CC2=C(C(=CC=C2C=C1)OC)NCC(=C)C#N)C